methyl 6-chloro-2-(6-methoxy-2,7-dimethylindazol-5-yl)quinazoline-4-carboxylate ClC=1C=C2C(=NC(=NC2=CC1)C1=CC2=CN(N=C2C(=C1OC)C)C)C(=O)OC